1-(4-chloro-3-iodopyridin-2-yl)-2'-(2-ethoxypyridin-3-yl)-6',7'-dihydro-8'H-spiro[piperidine-4,5'-[1,7]naphthyridin]-8'-one ClC1=C(C(=NC=C1)N1CCC2(C=3C=CC(=NC3C(NC2)=O)C=2C(=NC=CC2)OCC)CC1)I